N1N=NN=C1CC1(CCCCCC1)CN C-[1-(1H-Tetrazol-5-ylmethyl)-cycloheptyl]-methylamine